(3ar,7ar)-2-(5-cyclohexylthiazol-2-yl)-3-oxooctahydro-5H-pyrrolo[3,4-c]pyridine-5-carbonitrile C1(CCCCC1)C1=CN=C(S1)N1C([C@H]2CN(CC[C@H]2C1)C#N)=O